Ethyl (E)-3-(4-(3-(3-chloro benzyl)-1,2,4-oxadiazol-5-yl)phenyl)-2-methylacrylate ClC=1C=C(CC2=NOC(=N2)C2=CC=C(C=C2)/C=C(/C(=O)OCC)\C)C=CC1